NCCO 1-amino-2-ethanol